N[C@@H]1[C@H](CC=C[C@H]1O)C1=C(C2=NC(=CC(=C2S1)NCC=1SC=CC1)Cl)Cl (1R,5S,6R)-6-amino-5-(3,5-dichloro-7-((thiophen-2-ylmethyl)amino)thieno[3,2-b]pyridin-2-yl)cyclohex-2-en-1-ol